1-(2-(trifluoromethyl)benzyl)-1H-pyrrolo[2,3-b]Pyridine-5-carboxylic acid FC(C1=C(CN2C=CC=3C2=NC=C(C3)C(=O)O)C=CC=C1)(F)F